4,7-dibromo-1H-benzimidazole BrC1=CC=C(C=2NC=NC21)Br